(4R)-1-[2-(2-chlorophenyl)-4-(2,2,2-trifluoroethyl)piperazine-1-carbonyl]-4-fluoro-N-[(Z,1R)-1-methyl-3-methylsulfonyl-allyl]azepane-4-carboxamide ClC1=C(C=CC=C1)C1N(CCN(C1)CC(F)(F)F)C(=O)N1CC[C@](CCC1)(C(=O)N[C@@H](\C=C/S(=O)(=O)C)C)F